trimethyl(2-phenylallyl)silane methyl-(2R)-3-amino-2-[[4-[[3-(2,3-difluoro-4-methoxy-phenyl)imidazo[1,2-a]pyrazin-8-yl]amino]-2-ethyl-benzoyl]amino]propanoate COC([C@@H](CN)NC(C1=C(C=C(C=C1)NC=1C=2N(C=CN1)C(=CN2)C2=C(C(=C(C=C2)OC)F)F)CC)=O)=O.C[Si](CC(=C)C2=CC=CC=C2)(C)C